8-((benzyloxy)carbonyl)-6,7,8,9-tetrahydro-5H-[1,2,4]triazolo[1,5-a][1,4]diazepine-2-carboxylic acid C(C1=CC=CC=C1)OC(=O)N1CC=2N(CCC1)N=C(N2)C(=O)O